5-(N-(4-(4-((7-amino-2-(furan-2-yl)-[1,2,4]triazolo[1,5-a][1,3,5]triazin-5-yl)amino)butyl)phenyl)sulfamoyl)-3-chloro-2-hydroxybenzamide NC1=NC(=NC=2N1N=C(N2)C=2OC=CC2)NCCCCC2=CC=C(C=C2)NS(=O)(=O)C=2C=C(C(=C(C(=O)N)C2)O)Cl